C(C1=CC=CC=C1)OC1CC(C1)CO[Si](C)(C)C(C)(C)C (((1s,3s)-3-(benzyloxy)cyclobutyl)methoxy)(tert-butyl)dimethylsilane